6-Amino-3-((1S,3S)-4'-chloro-3-(pyridin-3-yl)-1',2'-dihydrospiro[cyclopentane-1,3'-pyrrolo[2,3-b]pyridin]-5'-yl)-2-fluoro-N,N-dimethylbenzamide NC1=CC=C(C(=C1C(=O)N(C)C)F)C=1C(=C2C(=NC1)NC[C@@]21C[C@H](CC1)C=1C=NC=CC1)Cl